1-(1-(azetidin-2-yl)isoquinolin-4-yl)-N-(5-chloro-6-(2H-1,2,3-triazol-2-yl)pyridin-3-yl)-5-(trifluoromethyl)-1H-pyrazole-4-carboxamide N1C(CC1)C1=NC=C(C2=CC=CC=C12)N1N=CC(=C1C(F)(F)F)C(=O)NC=1C=NC(=C(C1)Cl)N1N=CC=N1